FC1=C(C=CC=C1)C=1C=C2C(=NC1)N(C=C2)S(=O)(=O)C2=CC=C(C)C=C2 5-(2-fluorophenyl)-1-(p-toluenesulfonyl)pyrrolo[2,3-b]pyridine